N-(2-chloro-6-(trifluoromethyl)pyridin-3-yl)-2-(5-ethyl-6-(4-(3-hydroxypicolinoyl)piperazin-1-yl)-2-morpholino-7-oxo-[1,2,4]triazolo[1,5-a]pyrimidin-4(7H)-yl)acetamide ClC1=NC(=CC=C1NC(CN1C=2N(C(C(=C1CC)N1CCN(CC1)C(C1=NC=CC=C1O)=O)=O)N=C(N2)N2CCOCC2)=O)C(F)(F)F